O=S1(CCN(CC2=C1C=CC=C2)C2=NC1=CC=C(C=C1C(=N2)N2CC(C2)(O)CNC(OC(C)(C)C)=O)C)=O Tert-butyl ((1-(2-(1,1-dioxido-2,3-dihydrobenzo[f][1,4]thiazepine-4(5H)-yl)-6-methylquinazolin-4-yl)-3-hydroxyazetidin-3-yl)methyl)carbamate